tert-butyl 4-[2-[4-[5-methyl-2-methylsulfonyl-6-(trifluoromethyl) pyrimidin-4-yl]pyrazol-1-yl]acetyl]piperazine-1-carboxylate CC=1C(=NC(=NC1C(F)(F)F)S(=O)(=O)C)C=1C=NN(C1)CC(=O)N1CCN(CC1)C(=O)OC(C)(C)C